CN1N=CC=C1C=1C=C(OC2CC3(C(N4[C@H](O3)CC[C@H]4C4=NC=CN=C4)=O)C2)C=CC1 (5'S,7a'R)-3-[3-(1-methyl-1H-pyrazol-5-yl)phenoxy]-5'-(pyrazin-2-yl)tetrahydro-3'H-spiro[cyclobutane-1,2'-pyrrolo[2,1-b][1,3]oxazol]-3'-one